diethyl (pyridin-3-ylmethylene)dicarbamate N1=CC(=CC=C1)C(NC(OCC)=O)NC(OCC)=O